rac-Glycerol OCC(O)CO